trifluoroethyl fluorosulfonate FS(=O)(=O)OCC(F)(F)F